tert-butyl N-[2-[3-(3-bromo-5-chloro-phenyl)-3-hydroxy-propoxy]ethyl]carbamate BrC=1C=C(C=C(C1)Cl)C(CCOCCNC(OC(C)(C)C)=O)O